NC1=C(C=CC(=N1)COC[C@@H](C)NC(=O)C=1C=NN2C1N=C(C=C2N(C(OC(C)(C)C)=O)C)Cl)OC tert-butyl (R)-(3-((1-((6-amino-5-methoxypyridin-2-yl)methoxy)propan-2-yl)carbamoyl)-5-chloropyrazolo[1,5-a]pyrimidin-7-yl)(methyl)carbamate